C(C)(C)(C)OC(=O)NC(N1[C@@H]([C@@H](CC1)O)C1=NC(=NO1)C1=CC(=C(C=C1)OCCCCCCCC)C(F)(F)F)=NC(OC(C)(C)C)=O tert-butyl (((tert-butoxycarbonyl)amino)((2S,3R)-3-hydroxy-2-(3-(4-(octyloxy)-3-(trifluoromethyl)phenyl)-1,2,4-oxadiazol-5-yl)pyrrolidin-1-yl)methylene)carbamate